2,6-difluoro-N-(3-(propylsulfonyl)-[1,2,4]triazolo[4,3-a]pyridin-6-yl)nicotinamide FC1=C(C(=O)NC=2C=CC=3N(C2)C(=NN3)S(=O)(=O)CCC)C=CC(=N1)F